3-[dimethyl-[3-(trivinylsilyl)propyl]silyl]propanol C[Si](CCCO)(CCC[Si](C=C)(C=C)C=C)C